3-(5-(3,8-diazabicyclo[3.2.1]octan-3-yl)-1-oxoisoindolin-2-yl)piperidine-2,6-dione C12CN(CC(CC1)N2)C=2C=C1CN(C(C1=CC2)=O)C2C(NC(CC2)=O)=O